4-(3-((((1S,3S)-3-aminocyclohexyl)methyl)amino)-1-(4-(1-(methylsulfonyl)-1H-pyrazol-4-yl)phenyl)-1H-pyrazol-5-yl)-2-fluorobenzonitrile N[C@@H]1C[C@H](CCC1)CNC1=NN(C(=C1)C1=CC(=C(C#N)C=C1)F)C1=CC=C(C=C1)C=1C=NN(C1)S(=O)(=O)C